ClC1=CC=C(C=C1)N1N=CC(=C1)C=1C=C(C=C(C1)F)CN (3-(1-(4-Chlorophenyl)-1H-pyrazol-4-yl)-5-fluorophenyl)methylamine